3-[4-[4-[1-[[2,6-dimethoxy-4-(1,4,5-trimethyl-6-oxo-3-pyridinyl)phenyl]methyl]-3,3-difluoro-4-piperidinyl]piperazin-1-yl]-3-fluoro-anilino]piperidin-2,6-dione COC1=C(C(=CC(=C1)C1=CN(C(C(=C1C)C)=O)C)OC)CN1CC(C(CC1)N1CCN(CC1)C1=C(C=C(NC2C(NC(CC2)=O)=O)C=C1)F)(F)F